O-fluorocytidine-3'-phosphate P(=O)(O)(O)O[C@H]1[C@H]([C@@H](O[C@@H]1CO)N1C(=O)N=C(N)C=C1)OF